1-(9Z-hexadecenoyl)-2-(11Z-eicosenoyl)-glycero-3-phosphocholine CCCCCCCC/C=C\CCCCCCCCCC(=O)O[C@H](COC(=O)CCCCCCC/C=C\CCCCCC)COP(=O)([O-])OCC[N+](C)(C)C